FC1(CN(C1)C1=NSC(=N1)C1=NN=C2N1CCN([C@@H]2C)CC2=C(C=C(C=C2)OC)OC)F (R)-3-(3,3-Difluoroazetidin-1-yl)-5-(7-(2,4-Dimethoxybenzyl)-8-methyl-5,6,7,8-tetrahydro-[1,2,4]triazolo[4,3-a]pyrazin-3-yl)-1,2,4-thiadiazole